(S)-N-(4-fluoro-5-((3-((5-fluoropyrimidin-2-yl)methyl)pyrrolidin-1-yl)methyl)thiazol-2-yl)acetamide FC=1N=C(SC1CN1C[C@@H](CC1)CC1=NC=C(C=N1)F)NC(C)=O